1-((6-(1-(2,6-dichlorophenyl)azetidin-3-yl)-4-methylpyridin-3-yl)methyl)piperidine-4-carboxylic acid, formate salt C(=O)O.ClC1=C(C(=CC=C1)Cl)N1CC(C1)C1=CC(=C(C=N1)CN1CCC(CC1)C(=O)O)C